N-(tert-amyl)cyclohexane-1,4-diamine C(C)(C)(CC)NC1CCC(CC1)N